BrC=1C=C(C=NC(C(=O)O)CC2=CC=C(C=C2)O)C=C(C1)OC(C1=CN=CC=C1)=O 2-(3-bromo-5-(nicotinoyloxy)benzylideneamino)-3-(4-hydroxyphenyl)propanoic acid